CC1(CC(=CCN1C(=O)OC(C)(C)C)B1OC(C(O1)(C)C)(C)C)C tert-butyl 6,6-dimethyl-4-(4,4,5,5-tetramethyl-1,3,2-dioxaborolan-2-yl)-2,5-dihydropyridine-1-carboxylate